thiocan-5-ylamidosulfuric acid S1CCCC(CCC1)NS(O)(=O)=O